NC([C@H](C[C@H]1C(NCC1)=O)NC(=O)C1NCC2(C1)OCCCC2)=O N-((S)-1-amino-1-oxo-3-((S)-2-oxopyrrolidin-3-yl)propan-2-yl)-6-oxa-2-azaspiro[4.5]decane-3-carboxamide